9-(tetrahydro-2H-pyran-2-yl)-9H-purine-6-amine O1C(CCCC1)N1C2=NC=NC(=C2N=C1)N